((1s,4s)-4-((5-(8-fluoroimidazo[1,2-a]pyridin-6-yl)-7H-pyrrolo[2,3-d]pyrimidin-2-yl)amino)cyclohexyl)(pyrrolidin-1-yl)methanone FC=1C=2N(C=C(C1)C1=CNC=3N=C(N=CC31)NC3CCC(CC3)C(=O)N3CCCC3)C=CN2